C(C)OC1=C(C=C2C(=NC(=NC2=C1)C)N[C@H](C)C=1C(=C(C=CC1)C(C(C)(O)C)(F)F)F)OCCOCC (R)-1-(3-(1-((7-ethoxy-6-(2-ethoxyethoxy)-2-methylquinazoline-4-yl)amino)Ethyl)-2-fluorophenyl)-1,1-difluoro-2-methylpropan-2-ol